5-aminomethyl-spiro[benzofuran-3,4'-piperidine] NCC=1C=CC2=C(C1)C1(CCNCC1)CO2